(S)-2-((R)-3-(6-amino-5-oxo-4,5-dihydropyrazin-2-yl)-4,4-difluoropiperidin-1-yl)-N-(5-fluoropyridin-2-yl)propanamide NC=1C(NC=C(N1)[C@H]1CN(CCC1(F)F)[C@H](C(=O)NC1=NC=C(C=C1)F)C)=O